CC=1C=CC=C2C(=NNC(C12)=O)C1=CC=CC=C1 8-methyl-4-phenylphthalazin-1(2H)-one